C1(=CC(=CC=C1)C1(CC1)NC(=O)C=1C=C(C=CC1C)NC1CN(C1)C(=O)OC(C)(C)C)C1=CC=CC=C1 tert-Butyl 3-((3-((1-([1,1'-biphenyl]-3-yl)cyclopropyl)carbamoyl)-4-methylphenyl)amino)azetidine-1-carboxylate